FC(C(=O)O)(F)F.C(#N)C1=C(C=C(C=C1)C1=CC(=NN1C1=CC=C(C=C1)N1CCC(CC1)OCC(=O)O)NCC12CCN(CC1)CC2)F 2-((1-(4-(5-(4-Cyano-3-fluorophenyl)-3-((quinuclidin-4-ylmethyl)amino)-1H-pyrazol-1-yl)phenyl)piperidin-4-yl)oxy)acetic acid 2,2,2-trifluoroacetate